ClC=1C=C(C=CC1C(F)(F)F)C(=O)[C@@H]1[C@H](C1)C(=O)OC Methyl (1S,2S)-2-{[3-chloro-4-(trifluoromethyl)phenyl]carbonyl}cyclopropane-1-carboxylate